NC1=NC(=NC=C1OC(F)F)C1=C(C=C2C(N(C=NC2=C1)CCC[C@H](CC)NC=1C=NNC(C1C(F)(F)F)=O)=O)F (S)-7-(4-amino-5-(difluoromethoxy)pyrimidin-2-yl)-6-fluoro-3-(4-((6-oxo-5-(trifluoromethyl)-1,6-dihydropyridazin-4-yl)amino)hexyl)quinazolin-4(3H)-one